6'-bromo-2'-(deuteromethyl)spiro[cyclopropane-1,1'-isoindolin]-3'-one BrC1=CC=C2C(N(C3(C2=C1)CC3)C[2H])=O